(R)-1-(6-(6-(2-(3-fluorophenyl)pyrrolidin-1-yl)imidazo[1,2-b]Pyridazin-3-yl)-[2,4'-bipyridine]-2'-yl)piperidin-4-ol nitrogen(IV) [N+4].FC=1C=C(C=CC1)[C@@H]1N(CCC1)C=1C=CC=2N(N1)C(=CN2)C2=CC=CC(=N2)C2=CC(=NC=C2)N2CCC(CC2)O